C1(=CC=CC=C1)N1NC(=NN1C1=CC=CC=C1)C1=CC=CC=C1 2,3,5-triphenyltetrazole